3,4-epoxy-6-methylcyclohexylmethyl (3,4-epoxy-6-methylcyclohexylmethyl)carboxylate CC1CC2C(CC1CC(=O)OCC1CC3C(CC1C)O3)O2